N1(CCCC1)C1=CC=C(C=N1)N1CCN(CC1)C(=O)OC(C)(C)C tert-butyl 4-(6-(pyrrolidin-1-yl)pyridin-3-yl)piperazine-1-carboxylate